CNCC=1N=C(C2=C(N1)SC=N2)C2=CC=C(C=C2)OC(F)(F)F N-methyl-1-[7-[4-(trifluoromethoxy)phenyl]thiazolo[5,4-d]pyrimidin-5-yl]methylamine